(2-chloro-5-methylpyrimidin-4-yl)-2-fluorophenol ClC1=NC=C(C(=N1)C=1C(=C(C=CC1)O)F)C